S-(-)-citronellal C[C@H](CCC=C(C)C)CC=O